2-(5-(cyclopropylmethyl)-4-(3-fluoro-4-sulfamoylbenzyl)-3-(4-((5-methylthiophen-2-yl)ethynyl)thiophen-2-yl)-1H-pyrazol-1-yl)thiazole-4-carboxylic acid C1(CC1)CC1=C(C(=NN1C=1SC=C(N1)C(=O)O)C=1SC=C(C1)C#CC=1SC(=CC1)C)CC1=CC(=C(C=C1)S(N)(=O)=O)F